5-[[2-[(2S,5R)-2-(3-chloro-5-fluoro-phenyl)-5-methyl-1-piperidyl]-2-oxo-acetyl]amino]pyridine-3-carboxamide ClC=1C=C(C=C(C1)F)[C@H]1N(C[C@@H](CC1)C)C(C(=O)NC=1C=C(C=NC1)C(=O)N)=O